FC(C1=C(C=C2CCCNC2=C1)C=1C=NN(C1)C)F 7-difluoromethyl-6-(1-methyl-1H-pyrazol-4-yl)-1,2,3,4-tetrahydroquinoline